C(C=C)(=O)NC(CN)=O (N-acrylyl)glycinamide